C(C)(C)(C)OC(NCCC1=CC=C(C=C1)NC(=O)C12CCC(CC1)(CC2)C(NC2=CC=C(C=C2)CNC(=O)OC(C)(C)C)=O)=O {2-[4-({4-[4-(tert-butoxycarbonylamino-methyl)-phenylcarbamoyl]-bicyclo[2.2.2]octane-1-carbonyl}-amino)-phenyl]-ethyl}-carbamic acid tert-butyl ester